N=1N(N=CC1)C1=C(C=C(C=N1)NC(C1=C(C=C(C(=C1)F)C1=C(C=NC=C1C1=CCC(CC1)O)N)Cl)=O)C(F)(F)F N-(6-(2H-1,2,3-triazol-2-yl)-5-(trifluoromethyl)pyridin-3-yl)-4-(3-amino-5-(4-hydroxycyclohex-1-en-1-yl)pyridin-4-yl)-2-chloro-5-fluorobenzamide